(S)-1-(1-(9,9-difluoro-3-azaspiro[5.5]undecan-3-yl)-3-hydroxy-1-oxopropan-2-yl)-3-(2-ethynyl-thiazol-4-yl)urea FC1(CCC2(CCN(CC2)C([C@H](CO)NC(=O)NC=2N=C(SC2)C#C)=O)CC1)F